Tetrahydropyran-4-yl N-[2-(1,3-benzodioxol-5-yl)-1-methyl-ethyl]-N-methyl-carbamate O1COC2=C1C=CC(=C2)CC(C)N(C(OC2CCOCC2)=O)C